C(C)(C)(C)OC(=O)N1[C@@H](C[C@H](C1)N(C(=O)C=1OC(=CN1)C1=C(C=CC(=C1)C#N)C1CC1)C1CC1)CN1N=NC=C1 (2S,4R)-2-((1H-1,2,3-triazol-1-yl)methyl)-4-(5-(5-cyano-2-cyclopropylphenyl)-N-cyclopropyloxazole-2-carboxamido)pyrrolidine-1-carboxylic acid tert-butyl ester